O6-[2-[(2,2-difluorospiro[3.3]heptane-6-carbonyl)oxymethyl]-2-(hydroxymethyl)-3-[6-[(Z)-non-3-enoxy]-6-oxo-hexanoyl]oxy-propyl] O1-[(Z)-non-3-enyl] hexanedioate C(CCCCC(=O)OCC(COC(CCCCC(=O)OCC\C=C/CCCCC)=O)(CO)COC(=O)C1CC2(CC(C2)(F)F)C1)(=O)OCC\C=C/CCCCC